4-hydroxybenzylideneimidazolidinone OC1=CC=C(C=C2NC(NC2)=O)C=C1